CC1=C(C(=CC=C1)C)N1C=2N(C3=C(C1=O)C=NC(=N3)NC3=CC=C(C=C3)N3CCN(CC3)C)CCN2 6-(2,6-dimethylphenyl)-2-((4-(4-methylpiperazin-1-yl)phenyl)amino)-8,9-dihydroimidazo[1,2-a]pyrimido[5,4-e]pyrimidin-5(6H)-one